5-bromobenzene-1,3-dicarboxaldehyde BrC=1C=C(C=C(C1)C=O)C=O